O1CC=NC=2C1=C1C=CC=NC1=CC2 [1,4]oxazino[2,3-f]quinoline